(S)-8-chloro-4-((3-chlorophenyl)amino)-6-(((2-methylpyridin-3-yl)(1H-1,2,3-triazol-4-yl)methyl)amino)quinoline-3-carbonitrile ClC=1C=C(C=C2C(=C(C=NC12)C#N)NC1=CC(=CC=C1)Cl)N[C@H](C=1N=NNC1)C=1C(=NC=CC1)C